FC(C1=CC=C(OCC2=CC(=NC=C2)C2=CC(=C(C(=O)N)C=C2)Cl)C=C1)(F)F 4-{4-[4-(trifluoromethyl)phenoxymethyl]pyridin-2-yl}2-chlorobenzamide